2-amino-N-(1-(4-chloro-7-ethoxy-1-isobutyl-1H-indazol-6-yl)ethyl)-pyrazolo[1,5-a]pyrimidine-3-carboxamide trifluoroacetate FC(C(=O)O)(F)F.NC1=NN2C(N=CC=C2)=C1C(=O)NC(C)C1=CC(=C2C=NN(C2=C1OCC)CC(C)C)Cl